C(C)(C)(C)C1=C(C(=NO1)C1=C(C=CC=C1Cl)Cl)C(=O)O 5-tertbutyl-3-(2,6-dichlorophenyl)-1,2-oxazole-4-carboxylic acid